4-(5-cyano-2-methoxyphenyl)-N-(5-(4-cyano-3-methoxyphenyl)thiazolo[5,4-b]pyridin-2-yl)-6-methylnicotinamide C(#N)C=1C=CC(=C(C1)C1=CC(=NC=C1C(=O)NC=1SC2=NC(=CC=C2N1)C1=CC(=C(C=C1)C#N)OC)C)OC